1,8-diazabicyclo[5.4.0]undec-7-ene acetate C(C)(=O)O.N12CCCCCC2=NCCC1